3-piperazin-1-yl-1,2,4-oxadiazole N1(CCNCC1)C1=NOC=N1